C(C)(C)(C)OC(=O)N1CCC2(CC1)C(C=1C(=NC=C(C1)OC)C2)N[S@](=O)C(C)(C)C 5-[[(R)-tert-butylsulfinyl]amino]-3-methoxy-spiro[5,7-dihydro-cyclopenta[b]pyridine-6,4'-piperidine]-1'-carboxylic acid tert-butyl ester